N1(CCNCC1)C1=CC=C(C=C1)C=1C=NC=2N(C1)N=CC2C2=CC=NC1=CC=CC=C21 4-(6-(4-(piperazin-1-yl)phenyl)pyrazolo[1,5-a]pyrimidin-3-yl)quinoline